diethyl (9S,10S)-9,10-dimethoxy-2,2,17,17-tetramethyloctadecanedioate CO[C@@H](CCCCCCC(C(=O)OCC)(C)C)[C@H](CCCCCCC(C(=O)OCC)(C)C)OC